methyl (2S,3E,4S)-4-{2-[2-(3,4-dihydroxyphenyl)ethoxy]-2-oxoethyl}-3-ethylidene-2-(β-D-glucopyranosyloxy)-3,4-dihydro-2H-pyrane-5-carboxylate OC=1C=C(C=CC1O)CCOC(C[C@H]1\C(\[C@@H](OC=C1C(=O)OC)O[C@H]1[C@H](O)[C@@H](O)[C@H](O)[C@H](O1)CO)=C/C)=O